C(C\C=C/CC)OC(C\C=C/CC)=O (Z)-3-hexenoic acid (Z)-3-hexenyl ester